FC(C1=CC=C(C=C1)NC1=C(C=CC=C1)C1=NN=C(O1)C1(COCC1)O)(F)F 3-(5-(2-((4-(trifluoromethyl)phenyl)amino)phenyl)-1,3,4-oxadiazol-2-yl)tetrahydrofuran-3-ol